C(C)OC(=O)C=1C(C=C2N(C(CC3=CC(=C(C=C23)OC)C=2C=NN(C2)CCCO)C(C)(C)C)C1)=O 6-tert-butyl-9-[1-(3-hydroxypropyl)-1H-pyrazol-4-yl]-10-methoxy-2-oxo-6,7-dihydro-2H-pyrido[2,1-a]isoquinoline-3-carboxylic acid ethyl ester